[O-]S(=O)(=O)C(F)(F)F.C(C)(=O)O[C@H]1[C@@H](O[C@@H]([C@H]1OC(C)=O)COC(C)=O)[N+]1=CC=CC=C1 1-(2,3,5-tri-O-acetyl-β-D-ribofuranosyl)pyridinium triflate